C(C)(C)(C)N=P(N(C)C)(N(C)C)N(C)C tertiary butyl-imino-tri(dimethylamino)phosphorane